ethoxy(2-fluoroethoxy)ethane C(C)OC(C)OCCF